C(C)(=O)O[C@@H]1[C@H](O[C@@H]([C@H]([C@H]1OC(C)=O)OC(C)=O)OC1=C(C=C(C=C1)C1=CC(=CC(=C1)F)C#N)C)COC(C)=O (2R,3R,4S,5S,6R)-2-(acetoxymethyl)-6-((3'-cyano-5'-fluoro-3-methyl-[1,1'-biphenyl]-4-yl)oxy)tetrahydro-2H-pyran-3,4,5-triyl triacetate